NC=1C=C(C=C(C)C1N)S(=O)(=O)O 5,6-diamino-3-toluenesulfonic acid